2-methylimidazole azide [N-]=[N+]=[N-].CC=1NC=CN1